ClC=1C=C(C=CC1F)N(C(=O)[C@H]1N(C[C@H](C1)C#N)C1=NC(=CC(=C1)C(F)(F)F)C)C([2H])([2H])[2H] (2S,4S)-N-(3-chloro-4-fluorophenyl)-4-cyano-N-(methyl-d3)-1-[6-methyl-4-(trifluoromethyl)pyridin-2-yl]pyrrolidine-2-carboxamide